FC1=C(C=C(C=C1)NC(=O)C1=C(N(C(=C1C)C(=O)C1=NC2=C(B(O1)O)C=CC=C2)C)C)C N-(4-fluoro-3-methylphenyl)-5-(1-hydroxy-1H-benzo[c][1,5,2]oxazaborinine-3-carbonyl)-1,2,4-trimethyl-1H-pyrrole-3-carboxamide